[5-(4-AMINOCINNOLIN-7-YL)-2-METHOXY-4-(5-METHYLTHIAZOL-2-YL)PHENYL]BORONIC ACID FORMIC ACID SALT C(=O)O.NC1=CN=NC2=CC(=CC=C12)C=1C(=CC(=C(C1)B(O)O)OC)C=1SC(=CN1)C